Benzyl (S)-5-((3R,5'S)-5'-carbamoyl-2-oxospiro[indoline-3,3'-pyrrolidine]-1'-carbonyl)-3,3-dimethyl-1,3-azasilolidine-1-carboxylate C(N)(=O)[C@@H]1C[C@@]2(CN1C(=O)[C@H]1C[Si](CN1C(=O)OCC1=CC=CC=C1)(C)C)C(NC1=CC=CC=C12)=O